N-((6-acetamidopyridin-3-yl)methyl)-N-(2-chloro-3-methoxybenzyl)-3-fluorobenzamide C(C)(=O)NC1=CC=C(C=N1)CN(C(C1=CC(=CC=C1)F)=O)CC1=C(C(=CC=C1)OC)Cl